C12=CC(=CC=C2CC1)N1C(C2=CC=C(C=C2C1=O)O)=O 2-(bicyclo[4.2.0]octa-1,3,5-trien-3-yl)-5-hydroxy-1H-isoindole-1,3(2H)-dione